O=C1NC(CCC1N1C(C2=CC=C(C=C2C1)NC(=O)N1[C@@H](CC2=CC=C(C=C12)F)C)=O)=O (2R)-N-(2-(2,6-dioxopiperidin-3-yl)-1-oxoisoindolin-5-yl)-6-fluoro-2-methylindoline-1-carboxamide